5-bromo-1-(3-fluoro-4-methylbenzyl)-4-(1H-1,2,4-triazol-3-yl)-1,3-dihydro-2H-benzo[b]azepin-2-one BrC=1C2=C(N(C(CC1C1=NNC=N1)=O)CC1=CC(=C(C=C1)C)F)C=CC=C2